2-[4-aminobutyl-(9H-fluorene-9-yl-methoxycarbonyl)amino]acetic acid NCCCCN(CC(=O)O)C(=O)OCC1C2=CC=CC=C2C=2C=CC=CC12